ClC1=CC(=C2C(=CNC2=C1Cl)I)N(C(OC(C)(C)C)=O)COCC[Si](C)(C)C tert-Butyl N-(6,7-dichloro-3-iodo-1H-indol-4-yl)-N-(2-trimethylsilylethoxymethyl)carbamate